1-[1-[2-(3-azabicyclo[3.1.0]hexan-3-yl)-6-bromo-3-methyl-4-oxoquinazolin-8-yl]ethyl]-3,1-benzoxazine-2,4-dione C12CN(CC2C1)C1=NC2=C(C=C(C=C2C(N1C)=O)Br)C(C)N1C(OC(C2=C1C=CC=C2)=O)=O